ClC1=CC=C(C=C1)C1=C(CCC(C1)(C)C)CN1CCN(CC1)C1=CC(=C(C(=O)NS(=O)(=O)C2=CC(=C(C=C2)OCC2OCCOC2)[N+](=O)[O-])C=C1)OC=1C=C2C(=NC1)NC=C2 4-(4-{[2-(4-chlorophenyl)-4,4-dimethylcyclohex-1-en-1-yl]methyl}piperazin-1-yl)-N-{[4-(1,4-dioxan-2-ylmethoxy)-3-nitrophenyl]sulfonyl}-2-(1H-pyrrolo(2,3-b)pyridin-5-yloxy)benzamide